9-(2-Chloro-5-methoxyphenyl)-3-methyl-13-(morpholine-4-carbonyl)-16-thia-2,4,5,8-tetraazatetracyclo-[8.6.0.02,6.011,15]hexadeca-1(10),3,5,8,11(15)-pentaene ClC1=C(C=C(C=C1)OC)C1=NCC2=NN=C(N2C=2SC=3CC(CC3C12)C(=O)N1CCOCC1)C